C(C)(=O)N1CCC2(OCCC3=C2C=C2CN(C(C2=C3)=O)C3C(NC(CC3)=O)=O)CC1 3-(1-acetyl-1'-oxo-1',3',7',8'-tetrahydro-2'H-spiro[piperidine-4,5'-pyrano[3,4-f]isoindol]-2'-yl)piperidine-2,6-dione